CC1(OC[C@H](O1)C=1C=C(C=CC1)[C@](C(=O)NNC)(CCCC(CS(=O)(=O)CCO)(C)C)C)C (R)-2-(3-((R)-2,2-dimethyl-1,3-dioxolan-4-yl)phenyl)-7-((2-hydroxyethyl)sulfonyl)-N',2,6,6-tetramethyl-heptanehydrazide